2-ethyl-6-isopropylnaphthalene C(C)C1=CC2=CC=C(C=C2C=C1)C(C)C